(E)-1-(3-aminopropyl)-4-(4-(4-(t-butoxycarbonyl)piperazin-1-yl)styryl)pyridin-1-ium NCCC[N+]1=CC=C(C=C1)\C=C\C1=CC=C(C=C1)N1CCN(CC1)C(=O)OC(C)(C)C